5-(2-Amino-[1,2,4]triazolo[1,5-a]pyridin-7-yl)-2-chloronicotinic acid, sodium salt [Na+].NC1=NN2C(C=C(C=C2)C=2C=NC(=C(C(=O)[O-])C2)Cl)=N1